hept-1,6-diene-4-ol C=CCC(CC=C)O